2-decyltetradecyl 3-((4-((3-morpholinopropyl)amino)-3-oleamido-4-oxobutyl)thio)propanoate O1CCN(CC1)CCCNC(C(CCSCCC(=O)OCC(CCCCCCCCCCCC)CCCCCCCCCC)NC(CCCCCCC\C=C/CCCCCCCC)=O)=O